BrC1=C(C(=NC=C1)NC(=O)C1CC1)Cl N-(4-bromo-3-chloropyridin-2-yl)cyclopropanecarboxamide